C(C)(C)(C)NS(=O)(=O)C1=CC(=CC=C1)C(=O)N1CC2(C3=CC(=CC=C13)NS(=O)(=O)C)CCC(CC2)(C)F N-(tert-butyl)-3-(4-fluoro-4-methyl-5'-(methylsulfonamido)spiro[cyclohexane-1,3'-indoline]-1'-carbonyl)benzenesulfonamide